C(C1=CC=CC=C1)(=O)OCC(COC(C1=CC=CC=C1)=O)(C)C 2,2-dimethyl-1,3-propyleneglycol dibenzoate